FC1=C(C=C2CC3(C(NC(NC3=O)=O)=O)[C@@H]3N(C2=C1F)C[C@H](O[C@H]3C)C)C3=CC(=NO3)C (2R,4S,4aS)-9,10-difluoro-2,4-dimethyl-8-(3-methylisoxazol-5-yl)-2,4,4a,6-tetrahydro-1H,1'H-spiro[[1,4]oxazino[4,3-a]quinoline-5,5'-pyrimidine]-2',4',6'(3H)-trione